O1C=C(C2=C1C=CC=C2)C[C@H](NC(CCC=2C=C1COC3(C1=CC2)COCC3)=O)B(O)O (R)-2-(benzofuran-3-yl)-1-(3-(4,5-dihydro-2H,3'H-spiro[furan-3,1'-isobenzofuran]-5'-yl)propionamido)ethylboronic acid